tert-butyl N-[(1S)-4-(carbamothioylamino)-1-{[(1S,2S)-2-methyl-1-(methylcarbamoyl)butyl]carbamoyl} butyl]carbamate C(N)(=S)NCCC[C@@H](C(N[C@@H]([C@H](CC)C)C(NC)=O)=O)NC(OC(C)(C)C)=O